1-(3-(1-(prop-1-en-1-ylsulfonyl)azetidin-3-yl)-1-(4-(trifluoromethoxy)phenyl)-1H-pyrazolo[3,4-b]pyridin-4-yl)ethane-1,2-diol C(=CC)S(=O)(=O)N1CC(C1)C1=NN(C2=NC=CC(=C21)C(CO)O)C2=CC=C(C=C2)OC(F)(F)F